N1CC(C1)NC=1C=CC(=NC1C)C(=O)NC 5-(azetidin-3-ylamino)-N,6-dimethylpicolinamide